COC(\C=C\CC)=O (E)-2-pentenoic acid methyl ester